4-((4-(5-chloro-6-oxo-4-(((S)-1-((R)-tetrahydro-2H-pyran-3-yl)ethyl)amino)pyridazin-1(6H)-yl)piperidin-1-yl)sulfonyl)benzonitrile ClC1=C(C=NN(C1=O)C1CCN(CC1)S(=O)(=O)C1=CC=C(C#N)C=C1)N[C@@H](C)[C@@H]1COCCC1